1-butyl-2,3-dimethylimidazolium ethyl-sulfate C(C)OS(=O)(=O)[O-].C(CCC)N1C(=[N+](C=C1)C)C